N1=C(N=CC=C1)N1N=CN=C1[C@H](C)NC(=O)NC1=C(C=C(C(=C1)F)F)F 1-[(1S)-1-(2-pyrimidin-2-yl-1,2,4-triazol-3-yl)ethyl]-3-(2,4,5-trifluorophenyl)urea